FC1=C(C(=CC(=C1)C=1C(=NC=CC1)SC(C)C)F)N1CCCC1 1-[2,6-difluoro-4-(2-isopropylsulfanyl-3-pyridyl)phenyl]Pyrrolidine